N(=C=O)C1=CC=C(C2=CC=CC=C12)N=C=O 1,4-diisocyanatonaphthalene